CN(CC(=O)O)C1=NC2=CC=C(C=C2C(=C1)C1=CC=CC=C1)CCC1=C2C(=NC=C1)NC=C2 2-{methyl[4-phenyl-6-(2-{1H-pyrrolo[2,3-b]pyridin-4-yl}ethyl)quinolin-2-yl]amino}acetic acid